3-((6-bromobenzo[d]isoxazol-3-yl)amino)propanamide BrC1=CC2=C(C(=NO2)NCCC(=O)N)C=C1